N-(2-aminoethyl)-3-aminopropyl-methyl-triethoxysilane NCCNCCCC(C)O[Si](OCC)(OCC)C